3-(5-bromo-3-methoxypyridin-2-yl)-N-methyl-N-(2,2,6,6-tetramethylpiperidin-4-yl)-1,2,4-triazin-6-amine BrC=1C=C(C(=NC1)C=1N=NC(=CN1)N(C1CC(NC(C1)(C)C)(C)C)C)OC